CO\N=C(\C(=O)OC)/C1=C(C=CC=C1)COC methyl (2E)-2-methoxyimino-2-[2-(methoxymethyl)phenyl]acetate